N-{3-Cyclobutyl-1-oxo-1-[(2-oxospiro[1H-indole-3,4'-oxane]-6-yl)amino]but-2-en-2-yl}-2-methylpyrazole-3-carboxamide C1(CCC1)C(=C(C(NC1=CC=C2C(=C1)NC(C21CCOCC1)=O)=O)NC(=O)C=1N(N=CC1)C)C